IC1=CN(C=2N=CNC(C21)=O)C 5-Iodo-7-methyl-3H-pyrrolo[2,3-d]pyrimidin-4(7H)-one